COC1=CC(=C2C(=C1)OC=C(C2=O)C3=CC=C(C=C3)O)O The molecule is a hydroxyisoflavone that is genistein in which the hydroxy group at position 7 is replaced by a methoxy group. It has a role as a metabolite, an EC 1.3.1.22 [3-oxo-5alpha-steroid 4-dehydrogenase (NADP(+))] inhibitor, an anti-inflammatory agent and an EC 1.2.1.3 [aldehyde dehydrogenase (NAD(+))] inhibitor. It is a hydroxyisoflavone and a member of 7-methoxyisoflavones. It derives from a genistein. It is a conjugate acid of a prunetin-5-olate.